NC=1C2=C(N=CN1)N(C(=C2C2=CC[C@@H](CC2)S(=O)(=O)N2CCCC2)C2=CC=C(C=C2)NC(C(=C)C)=O)C (R)-N-(4-(4-amino-7-methyl-5-(4-(pyrrolidin-1-ylsulfonyl)cyclohex-1-en-1-yl)-7H-pyrrolo[2,3-d]pyrimidin-6-yl)phenyl)methacrylamide